(9Z)-9-Tricosene CCCCCCCC\C=C/CCCCCCCCCCCCC